3-(2-methacryloyloxyethyl)-2,2-difluorooxetane C(C(=C)C)(=O)OCCC1C(OC1)(F)F